(3R,5R,8R,9R,10S,13S,14S,15R)-15-ethyl-17-ethylidene-3,13-dimethylhexadecahydro-1H-cyclopenta[a]phenanthren C(C)[C@H]1[C@H]2[C@@H]3CC[C@@H]4C[C@@H](CC[C@@H]4[C@H]3CC[C@@]2(C(C1)=CC)C)C